2-(1,3-thiazol-4-ylmethyl)-1H-imidazo[4,5-c]quinoline S1C=NC(=C1)CC=1NC2=C(C=NC=3C=CC=CC23)N1